C1(CC1)S(=O)(=O)N1N=CC(=C1)C1=NC=CC(=N1)NC1=NC=C(C(=C1)N1CCC(CC1)NCCC(C)C)C#CC=1C=NN(C1)C (1-(cyclopropylsulfonyl)-1H-pyrazol-4-yl)-N-(4-(4-(isopentylamino)piperidin-1-yl)-5-((1-methyl-1H-pyrazol-4-yl)ethynyl)pyridin-2-yl)pyrimidin-4-amine